O[C@H]1[C@H](CC[C@@](C1)(C(F)(F)F)O)C1CC12N(CCC(C2)C(=O)N)C(=O)C2=NNC(=C2)C2=CC(=NC=C2F)OC ((1R,2R,4R)-2,4-dihydroxy-4-(trifluoromethyl)cyclohexyl)-4-(5-(5-fluoro-2-methoxypyridin-4-yl)-1H-pyrazole-3-carbonyl)-4-azaspiro[2.5]octane-7-carboxamide